5-iodo-7H-pyrrolo[2,3-d]pyrimidine IC1=CNC=2N=CN=CC21